C(CCCCCCCCCCCCCCC)N(CCCCCCCCCCCCCCCC)CCCCCCCCCCCCCCCC tricetylamine